BrC=1C(=C(C=CC1)SCC1=CC=CC=C1)Cl benzyl (3-bromo-2-chlorophenyl) sulfide